2-{4-[3-(4-methoxyphenyl)-1,2,4-triazol-3-yl]-2-methyl-2-butylamino}ethanol tert-butyl-((4,4-difluoro-4,5,6,7-tetrahydrothieno[2,3-c]pyridin-7-yl)methyl)carbamate C(C)(C)(C)N(C(=O)OCCNC(C)(CCC1(N=NC=N1)C1=CC=C(C=C1)OC)C)CC1NCC(C2=C1SC=C2)(F)F